OC1=C(C=C(C=C1C(C)(C)CC)C(C)(C)CC)N1N=C2C(=N1)C=CC=C2 2-(2'-hydroxy-3,5'-di-tert-amylphenyl)benzotriazole